n-butyltris(t-butoxy)tin C(CCC)[Sn](OC(C)(C)C)(OC(C)(C)C)OC(C)(C)C